10-(2-((2-aminoethyl)amino)-2-oxoethyl)-1,4,7,10-tetraazacyclododecane NCCNC(CN1CCNCCNCCNCC1)=O